2,4,6-trioxabicyclo[3.3.0]octane C12OCOC2OCC1